(S)-tert-butyl 3-methyl-6-(2-(tetrahydro-2H-pyran-4-yl)benzo[d]thiazol-5-yl)-3,4-dihydropyridine-1(2H)-carboxylate C[C@@H]1CN(C(=CC1)C=1C=CC2=C(N=C(S2)C2CCOCC2)C1)C(=O)OC(C)(C)C